sodium (2-phenylacetyl)-L-glutaminate 2-phenylacetate C1=CC=C(C=C1)CC(=O)N[C@@H](CCC(=O)N)C(=O)[O-].C1=CC=C(C=C1)CC(=O)[O-].[Na+].[Na+]